5-fluorobenzo[d]oxazole FC=1C=CC2=C(N=CO2)C1